ClC1=C(C=C2C(=N1)N=C(O2)N2CCOCC2)C(=O)NC2=CC(=CC=C2)P(=O)(C)C Chloro-N-(3-(dimethylphosphoryl)phenyl)-2-morpholinooxazolo[4,5-b]pyridine-6-carboxamide